tert-Butyl (3-(5-bromopyridin-2-yl)cyclobutyl)(methyl)carbamate BrC=1C=CC(=NC1)C1CC(C1)N(C(OC(C)(C)C)=O)C